7-bromo-3-(4-isoquinolin-yl)-1H-quinazoline-2,4-dione BrC1=CC=C2C(N(C(NC2=C1)=O)C1=CN=CC2=CC=CC=C12)=O